4-hydroxy-γ-butyrolactone OC1CCC(=O)O1